N-(5-(7-(2-(methoxymethyl)azetidin-1-yl)benzo[d]oxazol-2-yl)-8-(methylamino)-2,7-naphthyridin-3-yl)cyclopropanecarboxamide COCC1N(CC1)C1=CC=CC=2N=C(OC21)C2=C1C=C(N=CC1=C(N=C2)NC)NC(=O)C2CC2